COC1=C(C=C(C(=C1C)C)OC)CCNCC1=C(C=CC=C1)OC 2-(2,5-dimethoxy-3,4-dimethylphenyl)-N-[(2-methoxyphenyl)methyl]ethylamine